C1=CC=CC=2C1=C1C(C3=CC=CC=C3C(C1=CC2)=O)=O benzo[a]Anthracene-7,12-dione